(7-Chloro-1H-benzo[d]imidazol-2-yl)(3-(trifluoromethyl)-5,6-dihydro-[1,2,4]triazolo[4,3-a]pyrazin-7(8H)-yl)methanone ClC1=CC=CC2=C1NC(=N2)C(=O)N2CC=1N(CC2)C(=NN1)C(F)(F)F